3-(4-Acetoxy-3,5-dimethylphenyl)-5,7-di-tert-butyl-benzofuran-2-on C(C)(=O)OC1=C(C=C(C=C1C)C1C(OC2=C1C=C(C=C2C(C)(C)C)C(C)(C)C)=O)C